F/C=C(\CNC(OC(C)(C)C)=O)/COC1=CC=C(C=C1)C=O tert-butyl (E)-(3-fluoro-2-((4-formylphenoxy)methyl)allyl)carbamate